5-(2-methylpiperazin-1-yl)pyridin CC1N(CCNC1)C=1C=CC=NC1